ClC=1C(=CC=2C3=C(COC2C1)C(=C(S3)C)C)C(=O)OC methyl 7-chloro-2,3-dimethyl-4H-thieno[3,2-c]chromene-8-carboxylate